NCC=1C=C(C=CC1)C1=CC(=CC=2C=C(OC21)COC2=C(C=CC=C2)CC(=O)OC(C)(C)C)C(=O)OC methyl 7-(3-(aminomethyl)phenyl)-2-((2-(2-(tert-butoxy)-2-oxoethyl)phenoxy)methyl)benzofuran-5-carboxylate